6-[(2,6-difluoro-4-pyridinyl)amino]-N-(2,2-dimethylcyclobutyl)-3-hydroxy-pyridine-2-carboxamide FC1=NC(=CC(=C1)NC1=CC=C(C(=N1)C(=O)NC1C(CC1)(C)C)O)F